C(#C)C=1N=CC(=NC1)N1CC(C1)N1CCN(CC1)C(=O)OC(C)(C)C tert-butyl 4-(1-(5-ethynylpyrazine-2-yl)azetidin-3-yl)piperazine-1-carboxylate